C(C)(C)(C)C=1C=C(C(=C(C1)C1=CC=CC=C1)NC1=CC(=CC=C1)Cl)C1=CC=CC=C1 5'-(tert-butyl)-N-(3-chlorophenyl)-[1,1':3',1''-terphenyl]-2'-amine